O=C1OC2=C(N1)C=CC(=C2)N2CCN(CC2)C(=O)NCCCCC2=CC=CC=C2 4-(2-oxo-3H-1,3-benzoxazol-6-yl)-N-(4-phenylbutyl)piperazine-1-carboxamide